(2S,3aR,6aS)-1-((benzyloxy)carbonyl)hexahydro-1H-furo[3,4-b]pyrrole-2-carboxylic acid C(C1=CC=CC=C1)OC(=O)N1[C@H]2[C@@H](C[C@H]1C(=O)O)COC2